[C@@H]1([C@H](O)[C@@H](O)[C@H](O)[C@H](O1)CO)O[C@@H]1[C@H]([C@H](O)O[C@@H]([C@H]1O)CO)O β-D-glucopyranosyl-(1→3)-β-D-glucopyranose